S-METHYL-L-CYSTEINE CSC[C@H](N)C(=O)O